ClC=1C(=C(C(=CC1N1C[C@](CC1)(C)N(C)CC(F)F)F)S(=O)(=O)N(C1=NC(=CC=C1)F)CC1=C(C=C(C=C1)OC)OC)F (R)-3-chloro-4-(3-((2,2-difluoroethyl)(methyl)amino)-3-methylpyrrolidin-1-yl)-N-(2,4-dimethoxybenzyl)-2,6-difluoro-N-(6-fluoropyridin-2-yl)benzenesulfonamide